N[C@H]1C2N(CC1CC2)C(=O)C=2C=C(C=1N(C2)N=C(C1C)C1=CC=2C(=NC(=CC2)Cl)N1CC1CC1)F ((7R)-7-Amino-2-azabicyclo[2.2.1]heptan-2-yl)(2-(6-chloro-1-(cyclopropylmethyl)-1H-pyrrolo[2,3-b]pyridin-2-yl)-4-fluoro-3-methylpyrazolo[1,5-a]pyridin-6-yl)methanone